FC(C1=NN=C(O1)CC(=O)N1C(CC(C1)F)C(=O)NC(C1=NC=C(C=C1)C(C)C)C1=CC=CC=C1)F 1-{2-[5-(difluoromethyl)-1,3,4-oxadiazol-2-yl]acetyl}-4-fluoro-N-{phenyl[5-(propan-2-yl)pyridin-2-yl]methyl}pyrrolidine-2-carboxamide